(1R,2S,3R,4R)-N-(4-fluoro-3-(trifluoromethyl)phenyl)-7-(propan-2-ylidene)-3-(2,2,2-trifluoroacetamido)bicyclo[2.2.1]heptane-2-carboxamide FC1=C(C=C(C=C1)NC(=O)[C@H]1[C@H]2CC[C@@H]([C@H]1NC(C(F)(F)F)=O)C2=C(C)C)C(F)(F)F